anthracene-1,5-diamine C1(=CC=CC2=CC=3C(=CC=CC3C=C12)N)N